N-(3-chloro-4-fluorophenyl)-4-(5-hydroxyoctahydropentalen-2-yl)-2-(trifluoromethyl)thiazole-5-carboxamide ClC=1C=C(C=CC1F)NC(=O)C1=C(N=C(S1)C(F)(F)F)C1CC2CC(CC2C1)O